ClC=1C=C(C=CC1C)NC(=O)NCC=1C(=C2CN(C(C2=CC1)=O)C1C(NC(CC1)=O)=O)NC 1-(3-chloro-4-methylphenyl)-3-((2-(2,6-dioxopiperidin-3-yl)-4-(methylamino)-1-oxoisoindolin-5-yl)methyl)urea